[Ge].[Tm].[Ho].[Bi] bismuth-holmium-thulium germanium